N6-(5-Chloro-1-((3S,4S)-3-fluoro-1-(oxetan-3-yl)piperidin-4-yl)-1H-pyrazol-4-yl)-3-(trifluoromethyl)-N4-(3-(trifluoromethyl)phenyl)-1H-pyrrolo[2,3-b]pyridin-4,6-diamin ClC1=C(C=NN1[C@@H]1[C@H](CN(CC1)C1COC1)F)NC=1C=C(C2=C(N1)NC=C2C(F)(F)F)NC2=CC(=CC=C2)C(F)(F)F